NCCOCCOCCCC1=CC=CC=2N(C(N(C21)C)=O)C2C(N(C(CC2)=O)C)=O 3-[4-[3-[2-(2-Aminoethoxy)ethoxy]propyl]-3-methyl-2-oxo-benzimidazol-1-yl]-1-methyl-piperidine-2,6-dione